C(C)C(C(=O)CC)=O ethyl diketone